7-chloro-3-[6-[(1R)-1-hydroxyethyl]-4-methylpyridin-3-yl]-1-methyl-1,6-naphthyridin-2-one ClC1=NC=C2C=C(C(N(C2=C1)C)=O)C=1C=NC(=CC1C)[C@@H](C)O